C(CC1=CC=CC=C1)NCCCNCC1(C(CCC1)O)O (((3-(phenethylamino)propyl)amino)methyl)cyclopentane-1,2-diol